4-(Anthracene-9-ylmethoxy)-4-oxobutyric acid C1=CC=CC2=CC3=CC=CC=C3C(=C12)COC(CCC(=O)O)=O